C(C)OC(=O)[C@H]1[C@@H]2CC3=C(C=NC(=C3)OCC=3C=C4C(CC(C4=CC3)(C)C)C3=C(C=CC=C3)C(F)(F)F)[C@@H]21 (5aR,6S,6aS)-ethyl-3-((1,1-dimethyl-3-(2-(trifluoromethyl) phenyl)-2,3-dihydro-1H-inden-5-yl) methoxy)-5,5a,6,6a-tetrahydrocyclopropa[4,5]cyclopenta[1,2-c]pyridine-6-carboxylate